C[C@]12CCC/C(=C\\C=C/3\\C[C@H](C[C@@H](C3=C)O)O)/[C@@H]1CC[C@@H]2[C@H](CCCC(C)(C)O)CC#CC(C(F)(F)F)(C(F)(F)F)O The molecule is a hydroxycalciol that is a synthetic fluorinated and deuterated analogue of vitamin D3 which exhibits vitamin D receptor superagonist and anti-cancer activity. It has a role as a vitamin D receptor agonist and an antineoplastic agent. It is a member of D3 vitamins, a deuterated compound, a hydroxycalciol, an organofluorine compound and a tetrol.